(2-(pyridin-4-ylethynyl)pyridin-4-yl)methanol N1=CC=C(C=C1)C#CC1=NC=CC(=C1)CO